tert-butyl (S)-((4-bromo-5-chloro-6-fluoro-2-phenyl-2,3-dihydrobenzofuran-2-yl)methyl)carbamate BrC1=C(C(=CC2=C1C[C@](O2)(C2=CC=CC=C2)CNC(OC(C)(C)C)=O)F)Cl